N-(4-(3-(2H-tetrazol-5-yl)indolin-1-yl)-5-chloropyrimidin-2-yl)-6-methoxy-2-methyl-1,2,3,4-tetrahydroisoquinolin-7-amine N=1NN=NC1C1CN(C2=CC=CC=C12)C1=NC(=NC=C1Cl)NC1=C(C=C2CCN(CC2=C1)C)OC